({3-[2-(4-chlorophenyl)-1-fluoro-2-hydroxyethyl]-1,2,4-oxadiazol-5-yl}methyl)-1,5-dimethylpyrimidine-2,4-dione ClC1=CC=C(C=C1)C(C(F)C1=NOC(=N1)CC1=C(C(NC(N1C)=O)=O)C)O